C(C1=CC=CC=C1)C=1N(C=2C(=C3CC[C@@H](NC3=CC2)C)N1)[C@@H]1CC[C@H](CC1)C(N)=O (7S)-2-Benzyl-7-methyl-3-[(trans)-4-carbamoylcyclohexyl]-3H,6H,7H,8H,9H-imidazo[4,5-f]chinolin